3-((2-methoxybenzyl)amino)-4-(methyl(4-(5-(trifluoromethyl)-1,2,4-oxadiazol-3-yl)benzyl)amino)cyclobut-3-ene-1,2-dione COC1=C(CNC=2C(C(C2N(CC2=CC=C(C=C2)C2=NOC(=N2)C(F)(F)F)C)=O)=O)C=CC=C1